4-(4-(4-(2,4-Dioxotetrahydropyrimidin-1(2H)-yl)phenyl)piperazin-1-yl)-[1,4'-bipiperidine]-1'-carboxylic acid tert-butyl ester C(C)(C)(C)OC(=O)N1CCC(CC1)N1CCC(CC1)N1CCN(CC1)C1=CC=C(C=C1)N1C(NC(CC1)=O)=O